O1C(=CC=C1)C1=CC(=NO1)C(=O)NC=1C=NN(C1)C1CNCC1 5-(furan-2-yl)-N-(1-(pyrrolidin-3-yl)-1H-pyrazol-4-yl)isoxazole-3-carboxamide